C(#N)C1=CC=C(C=N1)N(C(=O)N)[C@H]1CN(CCC1)C1(C(NC2=C(C=C(C=C12)F)NCC)=O)CC 1-(6-cyano-3-pyridyl)-1-[(3R)-1-[3-ethyl-7-(ethylamino)-5-fluoro-2-oxo-indolin-3-yl]-3-piperidyl]urea